N-(3-(2-(difluoromethoxy)-5-(3-(3-hydroxy-1-methylazetidin-3-yl)phenoxy)phenyl)-1H-pyrazol-4-yl)pyrazolo[1,5-a]pyrimidine-3-carboxamide FC(OC1=C(C=C(C=C1)OC1=CC(=CC=C1)C1(CN(C1)C)O)C1=NNC=C1NC(=O)C=1C=NN2C1N=CC=C2)F